O-((2R,3R,4S)-2-(6-benzamido-9H-purin-9-yl)-4-((diisopropoxyphosphoryl)methoxy)tetrahydrofuran-3-yl) O-phenyl carbonothioate C(O[C@H]1[C@@H](OC[C@@H]1OCP(=O)(OC(C)C)OC(C)C)N1C2=NC=NC(=C2N=C1)NC(C1=CC=CC=C1)=O)(OC1=CC=CC=C1)=S